CN1N=C(N=N1)C1=CC=C(NO)C=C1 4-(2-methyltetrazol-5-yl)anilinol